(3S)-3-(7-{[(2R)-2-ethyl-7-hydroxy-2,3-dihydropyrido[2,3-f][1,4]oxazepin-4(5H)-yl]methyl}-1-benzothiophen-5-yl)-3-(1,4,7-trimethyl-1H-benzotriazol-5-yl)propanoic acid C(C)[C@H]1OC2=C(CN(C1)CC1=CC(=CC=3C=CSC31)[C@H](CC(=O)O)C3=C(C1=C(N(N=N1)C)C(=C3)C)C)N=C(C=C2)O